COS(=O)(=O)C1=CC=C(C=C1)C1=NC=NC=C1 Pyrimidin-4-yl-4-benzenesulfonic acid methyl ester